C(C)C(COC(=O)O\N=C(/N)\C1=CC=C(CNC([C@H](C)NC(=O)[C@@H]2N(CC[C@@H](C2)C2=CC=CC=C2)C(=O)OC(C)(C)C)=O)C=C1)CCCC tert-butyl (2R,4S)-2-(((2S)-1-((4-((Z)-N'-((((2-ethylhexyl)oxy)carbonyl)oxy)carbamimidoyl)benzyl)amino)-1-oxopropan-2-yl)carbamoyl)-4-phenylpiperidine-1-carboxylate